2-(6-(methyl-(2,2,6,6-tetramethylpiperidin-4-yl)amino)pyridazin-3-yl)-5-(5,6,7,8-tetrahydroimidazo[1,2-a]pyrazin-3-yl)phenol CN(C1=CC=C(N=N1)C1=C(C=C(C=C1)C1=CN=C2N1CCNC2)O)C2CC(NC(C2)(C)C)(C)C